C1=CC(=C(C=C1[N+](=O)[O-])N)N The molecule is the primary amino compound that is 1,2-phenylenediamine (o-phenylenediamine) substituted at the 4- (para-) position by a nitro group. It is a primary amino compound and a C-nitro compound. It derives from a 1,2-phenylenediamine.